OC(CC1=CC=C(C=N1)C1=NN2C(O[C@@H](CC2)C)=C1C(=O)OCC)C Ethyl (5R)-2-[6-(2-hydroxypropyl)pyridin-3-yl]-5-methyl-6,7-dihydro-5H-pyrazolo[5,1-b][1,3]oxazine-3-carboxylate